4-{6-[2-(4,7-Dichloro-2-methyl-benzo[b]thiophen-3-yl)-ethylamino]-pyrimidin-4-yl}-2-hydroxy-benzoic acid ClC1=CC=C(C=2SC(=C(C21)CCNC2=CC(=NC=N2)C2=CC(=C(C(=O)O)C=C2)O)C)Cl